FC(CN1CCC(CC1)CC1=CC=C(C=C1)NC(OCC1=CN=CO1)=O)(F)F oxazol-5-ylmethyl (4-((1-(2,2,2-trifluoroethyl)piperidin-4-yl)methyl)phenyl)carbamate